(4-methyl-oxazol-2-yl)pyrrolidine-2,4-dicarboxamide CC=1N=C(OC1)N1C(CC(C1)C(=O)N)C(=O)N